The molecule is a 7alpha-hydroxy steroid, a 24-hydroxy steroid, a cholestanoid and a 3-oxo-Delta(4) steroid. It has a role as a bile acid metabolite. C[C@H](CCC(C(C)C)O)[C@H]1CC[C@@H]2[C@@]1(CC[C@H]3[C@H]2[C@@H](CC4=CC(=O)CC[C@]34C)O)C